1-(but-3-en-1-yl)-2-oxocyclopentane-1-carboxylic acid ethyl ester C(C)OC(=O)C1(C(CCC1)=O)CCC=C